3,5-dimethylisoxazol-4-boronic acid pinacol ester CC1=NOC(=C1B1OC(C)(C)C(C)(C)O1)C